ClC=1C=C(C=CC1)[C@@H](CN(C)CC)N1C(C=C(C=C1)C1=CNC2=NC=C(C=C21)N2CCOCC2)=O (S)-1-(1-(3-chlorophenyl)-2-(ethyl(methyl)amino)ethyl)-4-(5-morpholino-1H-pyrrolo[2,3-b]pyridin-3-yl)pyridin-2(1H)-one